BrC=1C=C2C(=CC(OC2=CC1)=O)OCCCCC(=O)NO 5-((6-bromocoumarin-4-yl)oxy)-N-hydroxypentanamide